FC1=CC=C(C=C1)NC(C=CC(=O)N1CCC2(CC1)C1=C(NC(O2)=O)C=CC(=C1)OC)=O N-(4-fluorophenyl)-4-(6-methoxy-2-oxo-1,2-dihydrospiro[benzo[d][1,3]oxazin-4,4'-piperidin]-1'-yl)-4-oxobut-2-enamide